2-[3-cyclopropyl-5-(trifluoromethyl)pyrazol-1-yl]-1-[(2R,3R)-2-(2-chloro-5-fluoro-3-methyl-phenyl)-3-piperazin-1-yl-pyrrolidin-1-yl]ethanone C1(CC1)C1=NN(C(=C1)C(F)(F)F)CC(=O)N1[C@@H]([C@@H](CC1)N1CCNCC1)C1=C(C(=CC(=C1)F)C)Cl